(trifluoromethyl)tetrahydrofuran-2-carboxylic acid FC(F)(F)C1(OCCC1)C(=O)O